3-cyclopropyl-N8-(6-methoxypyridin-2-yl)-N6-(pentan-3-yl)-[1,2,4]triazolo[4,3-b]pyridazine-6,8-diamine C1(CC1)C1=NN=C2N1N=C(C=C2NC2=NC(=CC=C2)OC)NC(CC)CC